(R)-4-(1-(1-(2,6-dichloro-3-cyclopropylphenyl)ethyl)-1H-[1,2,3]triazolo[4,5-c]pyridin-6-yl)thiophene-3-carboxylic acid ClC1=C(C(=CC=C1C1CC1)Cl)[C@@H](C)N1N=NC=2C=NC(=CC21)C=2C(=CSC2)C(=O)O